1-Chloro-1,2-difluoroethane ClC(CF)F